C(C)(C)[C@H]1[C@@H]([C@@H]2CC[C@H]1C2)N (1R,2R,3R,4S)-3-isopropylbicyclo[2.2.1]heptan-2-amine